ClC1=NC=C(C(=N1)NCC1=C(C=CC=C1C(F)(F)F)F)C(=O)N 2-chloro-4-((2-fluoro-6-(trifluoromethyl)benzyl)amino)pyrimidin-5-carboxamide